(1R,2S,3S,5R,6S,7S)-6-(2-(6-(2,6-dichloro-4-(trifluoromethyl)phenyl)-4-methyl-1,1-dioxido-1,2,6-thiadiazinan-2-yl)acetamido)-adamantane-2-carboxamide ethyl-2-bromo-2,2-difluoro-acetate C(C)OC(C(F)(F)Br)=O.ClC1=C(C(=CC(=C1)C(F)(F)F)Cl)N1CC(CN(S1(=O)=O)CC(=O)NC1C2CC3C(C(CC1C3)C2)C(=O)N)C